FC(COC1=C(C(=O)O)C=CC=N1)F 2-(2,2-difluoroethoxy)nicotinic acid